C1(CC1)N1C=C(C2=CC=CC=C12)C1=NC(=NC=C1C=1C=NN(C1)C)NC=1C(=CC(=C(C1)NC(C=C)=O)N1C[C@@H]2CN(C[C@@H]2C1)C)OC N-(5-((4-(1-Cyclopropyl-1H-indol-3-yl)-5-(1-methyl-1H-pyrazol-4-yl)pyrimidin-2-yl)amino)-4-methoxy-2-((3aR,6aS)-5-methylhexahydropyrrolo[3,4-c]pyrrol-2(1H)-yl)phenyl)acrylamide